C(OCC1=CC=C(C=C1)NC([C@H](C)NC([C@H](C(C)C)NC(CCOCCOCCN1C(C=CC1=O)=O)=O)=O)=O)(OC1=CC=C(C=C1)[N+](=O)[O-])=O {4-[(2S)-2-[(2S)-2-(3-{2-[2-(2,5-dioxo-2,5-dihydro-1H-pyrrol-1-yl)ethoxy]ethoxy}propanamido)-3-methylbutanamido]propanamido]phenyl}methyl 4-nitrophenyl carbonate